C1(CC1)[C@@]1(NC(NC1=O)=O)CNC(=O)C1=NN(N=C1)C1=C(C=CC=C1)F N-{[(4R)-4-cyclopropyl-2,5-dioxoimidazolidin-4-yl]methyl}-2-(2-fluorophenyl)-2H-1,2,3-triazole-4-carboxamide